CC1=NOC(=C1C1=CC(=C(C=C1)NC=1N=C(C2=C(N1)NC=C2C#N)NC2CCOCC2)OC)C 2-((4-(3,5-dimethylisoxazol-4-yl)-2-methoxyphenyl)amino)-4-((tetrahydro-2H-pyran-4-yl)amino)-7H-pyrrolo[2,3-d]pyrimidine-5-carbonitrile